P(=O)(OCCCCCCCC)([O-])[O-] monooctyl phosphate